The molecule is an organic anion that is the major structure at pH 7.3 of 7-hydroxyisoflavone. It is a conjugate base of a 7-hydroxyisoflavone. C1=CC=C(C=C1)C2=COC3=C(C2=O)C=CC(=C3)[O-]